S1SCC=C1 di-thiol